NCC=1N=C2N(C=C(C=C2N2C(N(C(C2)=O)C)=O)C2(CC2)F)C1 1-(2-(aminomethyl)-6-(1-fluorocyclopropyl)imidazo[1,2-a]pyridin-8-yl)-3-methylimidazolidine-2,4-dione